N([C@H](C(=O)O)CCC(=O)N[C@@H](CS)C(=O)NCC(=O)O)NCCCCNCCCN N-glutathionylspermidine